1-(2-(2,2,2-Trifluoroethoxy)pyridin-4-yl)ethan-1-one FC(COC1=NC=CC(=C1)C(C)=O)(F)F